BrCCN1N=C(C(=C1)Cl)NC=1SC(=CN1)C(=O)NC1=C(C(=CC=C1C)O)C 2-[[1-(2-bromoethyl)-4-chloro-pyrazol-3-yl]amino]-N-(3-hydroxy-2,6-dimethyl-phenyl)thiazole-5-carboxamide